(S)-(4-(4-chloropyrazolo[1,5-a]pyridin-2-yl)-6,7-dihydro-1H-imidazo[4,5-c]pyridin-5(4H)-yl)(3-(difluoromethyl)-1-methyl-1H-pyrazol-5-yl)methanone ClC=1C=2N(C=CC1)N=C(C2)[C@H]2N(CCC1=C2N=CN1)C(=O)C1=CC(=NN1C)C(F)F